C(C1=CC=CC=C1)N(C1C(CN(C1)C(=O)C1(CC1)O)(F)F)CC1=CC=CC=C1 [4-(dibenzylamino)-3,3-difluoropyrrolidine-1-carbonyl]cyclopropan-1-ol